(S)-(2,7-Dimethyl-3-(1-methyl-3-(trifluoromethyl)-1H-pyrazol-5-yl)-2,4,5,7-tetrahydro-6H-pyrazolo[3,4-c]pyridin-6-yl)(2-(trifluoromethyl)phenyl)methanone CN1N=C2[C@@H](N(CCC2=C1C1=CC(=NN1C)C(F)(F)F)C(=O)C1=C(C=CC=C1)C(F)(F)F)C